4-((2,4-dimethoxyphenyl)amino)-N-(2,6-dimethylphenyl)-2-((4-(4-ethylpiperazin-1-yl)phenyl)amino)pyrimidine-5-carboxamide COC1=C(C=CC(=C1)OC)NC1=NC(=NC=C1C(=O)NC1=C(C=CC=C1C)C)NC1=CC=C(C=C1)N1CCN(CC1)CC